NCC(C)(C)C=1C=C(C(=O)NCC(NC=2SC=C(N2)C2=CC(=CC=C2)C2=CC=NC=C2)=O)C=C(C1)C 3-(1-amino-2-methylpropan-2-yl)-5-methyl-N-(2-oxo-2-((4-(3-(pyridin-4-yl)phenyl)thiazol-2-yl)amino)ethyl)benzamide